O=C1NC(CCC1C1=C(C=C(CN2CCN(CC2)C2=C(C=C(C=C2)NC(C2=CC(=C(C=C2)C)C#CC2=CN=C3N2N=CC=C3)=O)C(F)(F)F)C=C1)F)=O N-(4-(4-(4-(2,6-dioxopiperidin-3-yl)-3-fluorobenzyl)piperazin-1-yl)-3-(trifluoromethyl)phenyl)-3-(imidazo[1,2-b]pyridazin-3-ylethynyl)-4-methylbenzamide